ethoxypyridin-3-ylboronic acid C(C)OC1=NC=CC=C1B(O)O